methyl-4-hydroxybenzoate COC(C1=CC=C(C=C1)O)=O